3-bromo-4-fluorobenzenesulfonyl chloride BrC=1C=C(C=CC1F)S(=O)(=O)Cl